2,4-bis-(n-octylthio)-6-(4-hydroxy-3,5-di-tert-butylanilino)1,3,5-triazine C(CCCCCCC)SC1=NC(=NC(=N1)SCCCCCCCC)NC1=CC(=C(C(=C1)C(C)(C)C)O)C(C)(C)C